NCCCNC(=O)C1=NC2=CC=CC=C2N=C1NC1=C(C=CC=C1)OC N-(3-Aminopropyl)-3-((2-methoxyphenyl)amino)quinoxaline-2-carboxamide